(6R)-6-{[7-cyano-2-(1H-pyrazol-4-yl)[1,2,4]triazolo[1,5-c]quinazolin-5-yl]amino}-5-oxo-1,4-diazacycloheptane-1-carboxylic acid phenylmethyl ester C1(=CC=CC=C1)COC(=O)N1CCNC([C@@H](C1)NC1=NC=2C(=CC=CC2C=2N1N=C(N2)C=2C=NNC2)C#N)=O